FC1(CCN(CC1)N1C(C(=CC=C1)NC(C1=C(C=C(C=C1)NS(=O)(=O)CCO)N1C[C@@H]2C[C@@]2(CC1)COC)=O)=O)F N-(1-(4,4-difluoropiperidin-1-yl)-2-oxo-1,2-dihydropyridin-3-yl)-4-((2-hydroxyethyl)sulfonamido)-2-((1R,6S)-6-(methoxymethyl)-3-azabicyclo[4.1.0]heptan-3-yl)benzamide